ClC1=C2C(=C(N=N1)Cl)OC=C2 4,7-dichlorofuro[2,3-d]pyridazine